1-((5-(benzylthio)-3-fluoropyridin-2-yl)methyl)-2-(difluoromethyl)-6-methoxy-7-phenyl-1H-imidazo[4,5-c]pyridine C(C1=CC=CC=C1)SC=1C=C(C(=NC1)CN1C(=NC=2C=NC(=C(C21)C2=CC=CC=C2)OC)C(F)F)F